Cl.NC/C(/COC=1C=NC(=NC1)N1CCC(CC1)O)=C/F 1-[5-[(Z)-2-(aminomethyl)-3-fluoro-allyloxy]pyrimidin-2-yl]piperidin-4-ol hydrochloride